C1(CC1)CC1=NC(=C(C(=O)NC=2C=C(C=CC2)[S@](=O)(C)=NC(OC(C)(C)C)=O)C=C1)N1CCC(CCC1)(F)F tert-butyl (R)-((3-(6-(cyclopropylmethyl)-2-(4,4-difluoroazepan-1-yl)nicotinamido)phenyl)(methyl)(oxo)-λ6-sulfaneylidene)carbamate